N[C@@H](CC(C)C)C(=O)N[C@@H](CCC(NC)=O)C(=O)OCC ethyl N2-(L-leucyl)-N5-methyl-L-glutaminate